O=C1NC=CC2=CC=CC=C12 1-oxoisoquinoline